ClC=1C(=C(C=CC1)C(C)NC1CCCC1)F N-(1-(3-chloro-2-fluorophenyl)ethyl)cyclopentanamine